COC1CC[C@H]2CO[C@@H]1O2 (1S,5R)-4-methoxy-6,8-dioxabicyclo[3.2.1]octane